9-(2-Methoxyphenyl)-3-methyl-13-(morpholine-4-carbonyl)-16-thia-2,4,5,8-tetraazatetracyclo[8.6.0.02,6.011,15]-hexadeca-1(10),3,5,8,11(15)-pentaene COC1=C(C=CC=C1)C1=NCC2=NN=C(N2C=2SC=3CC(CC3C12)C(=O)N1CCOCC1)C